C(C)(C)(C)OC(=O)N1CC2(CCN2)C1.C(C(=O)O)(=O)O oxalic acid tert-butyl-1,6-diazaspiro[3.3]heptane-6-carboxylate